3-((2-((2-((2-(benzyloxy)ethyl)amino)benzo[d]thiazol-6-yl)amino)-6-methylquinazolin-4-yl)amino)propan-1-ol C(C1=CC=CC=C1)OCCNC=1SC2=C(N1)C=CC(=C2)NC2=NC1=CC=C(C=C1C(=N2)NCCCO)C